3-Amino-N-cyclobutyl-4-hydroxybenzamide NC=1C=C(C(=O)NC2CCC2)C=CC1O